(1,3-benzodioxol-5-ylmethyl)carbamate O1COC2=C1C=CC(=C2)CNC([O-])=O